1-((3R,3aR,6R,6aR)-6-hydroxyhexahydrofuro[3,2-b]furan-3-yl)-N-((5-phenyl-1,3,4-thiadiazol-2-yl)methyl)-1H-1,2,3-triazole-4-carboxamide O[C@@H]1CO[C@H]2[C@@H]1OC[C@H]2N2N=NC(=C2)C(=O)NCC=2SC(=NN2)C2=CC=CC=C2